Heptane-4-amine, formate salt C(=O)O.CCCC(CCC)N